BrC=1C=C2C(=C(C(=NC2=CC1)C)C(=O)OCC)C ethyl 6-bromo-2,4-dimethylquinoline-3-carboxylate